C(CCCCCCCCCCCCCCC)(=O)OCCCCCCCCCC decanyl hexadecanoate